CC1=C(C=C(C=C1)NC(=O)C1=NC=CC(=C1)C(F)(F)F)C1=CC2=C(N=C(N=C2)NC)N2C1=NC[C@@H]2C (S)-N-(4-methyl-3-(9-methyl-2-(methylamino)-8,9-dihydroimidazo[1',2':1,6]pyrido[2,3-d]pyrimidin-6-yl)phenyl)-4-(trifluoromethyl)pyridineamide